methyl 2-(2-cyanoacetamido)thiophene-3-carboxylate C(#N)CC(=O)NC=1SC=CC1C(=O)OC